(1S,2R)-2-(2-(benzyloxy)ethyl)cyclopropanecarboxylic acid tert-butyl ester C(C)(C)(C)OC(=O)[C@@H]1[C@H](C1)CCOCC1=CC=CC=C1